7-methylisoquinolin CC1=CC=C2C=CN=CC2=C1